NCC1=CC=C(C=C1)C=1N(N=C2C1N=CN(C2=O)CC2(CCN(CC2)C(C[C@@H](C(F)(F)F)C=2SC(=CC2)C)=O)O)C (S)-3-(4-(Aminomethyl)phenyl)-6-((4-hydroxy-1-(4,4,4-trifluoro-3-(5-methylthiophen-2-yl)butanoyl)piperidin-4-yl)methyl)-2-methyl-2H-pyrazolo[4,3-d]pyrimidin-7(6H)-one